((5-bromo-2-methyl-1,2,3,4-tetrahydroisoquinolin-7-yl)amino)-5-((2-(cyanomethyl)phenyl)amino)-1,2,4-triazine-6-carboxamide BrC1=C2CCN(CC2=CC(=C1)NC=1N=NC(=C(N1)NC1=C(C=CC=C1)CC#N)C(=O)N)C